ClC=1C=NN(C1)C[C@H](C(=O)OCC)O ethyl (2R)-3-(4-chloro-1H-pyrazol-1-yl)-2-hydroxypropionate